3-bromo-2-(2,6-diethylphenyl)-5-[3-fluoro-5-(trifluoromethyl)-2-pyridinyl]-6,7-dihydro-4H-pyrazolo[4,3-c]Pyridine BrC=1N(N=C2C1CN(CC2)C2=NC=C(C=C2F)C(F)(F)F)C2=C(C=CC=C2CC)CC